N-(5-Chloro-6-(2H-1,2,3-triazol-2-yl)-pyridin-3-yl)-5-cyclopropyl-1-(2-oxo-1,2-dihydrobenzo[cd]indol-6-yl)-1H-pyrazole-4-carboxamide ClC=1C=C(C=NC1N1N=CC=N1)NC(=O)C=1C=NN(C1C1CC1)C=1C=2C3=C(C(NC3=CC1)=O)C=CC2